C1(=CC=CC=C1)S(=O)(=O)N1C=C(C2=CC=CC=C12)C1=NC(=NC=C1Cl)N[C@H]1CN(CCC1)C(=O)OC(C)(C)C tert-butyl (3R)-3-([4-[1-(benzenesulfonyl)indol-3-yl]-5-chloropyrimidin-2-yl] amino)piperidine-1-carboxylate